C1CC12CCN(CC2)CC2=CC1=C(NC(=N1)C=1C=C(C=CC1)C1=C(C=C(C=C1)F)C1=NN=CN1C)C(=C2)C(F)(F)F 5-((6-Azaspiro[2.5]octan-6-yl)methyl)-2-(4'-fluoro-2'-(4-methyl-4H-1,2,4-triazol-3-yl)-[1,1'-biphenyl]-3-yl)-7-(trifluoromethyl)-1H-benzo[d]imidazole